ClC1=C(CNC(=O)[C@]2(C=3C=CC=NC3[C@@H](CC2)O)F)C=CC=C1Cl (5S,8R)-N-(2,3-dichloro-benzyl)-5-fluoro-8-hydroxy-5,6,7,8-tetrahydro-quinoline-5-carboxamide